C(C)(C)(C)[C@@H]1CC[C@H](CC1)OC1=NC2=CC=C(C=C2C=C1)CN1CCCCC1 1-((2-(trans-4-tert-Butylcyclohexyloxy)chinolin-6-yl)methyl)piperidin